C(C)(C)(C)C=1C(=C(C(=O)OC2(OC3=CC=CC=C3CC2(C)C)OC)C=C(C1)[N+](=O)[O-])\C=C\C(=O)OC dimethyl-methoxychromanol TERT-BUTYL-2-[(E)-3-METHOXY-3-OXO-PROP-1-ENYL]-5-NITRO-BENZOATE